ClC1=CC2=C([C@]3(OCC2(F)F)C[C@@H](N(CC3)CC=3N=NN(C3)CCS(=O)(=O)C)C)S1 (2S,4R)-2'-chloro-4',4'-difluoro-2-methyl-1-((1-(2-(methylsulfonyl)ethyl)-1H-1,2,3-triazol-4-yl)methyl)-4',5'-dihydrospiro[piperidine-4,7'-thieno[2,3-c]pyran]